3-(5-(2-methyl-7-(pyrrolidin-1-ylmethyl)oxazolo[5,4-b]pyridin-5-yl)-1-oxoisoindolin-2-yl)piperidine-2,6-dione CC=1OC2=NC(=CC(=C2N1)CN1CCCC1)C=1C=C2CN(C(C2=CC1)=O)C1C(NC(CC1)=O)=O